2-Bromo-3-(methylsulfinyl)-N-(1-methyl-1H-tetrazol-5-yl)-4-(trifluoromethyl)benzamid BrC1=C(C(=O)NC2=NN=NN2C)C=CC(=C1S(=O)C)C(F)(F)F